N-(4-(4-(6-methyl-2-(3,3,3-trifluoropropoxy)pyrimidin-4-yl)-1H-pyrazol-1-yl)-3-(6-azaspiro[2.5]octane-6-yl)Phenyl)-2-hydroxyethane-1-sulfonamide CC1=CC(=NC(=N1)OCCC(F)(F)F)C=1C=NN(C1)C1=C(C=C(C=C1)NS(=O)(=O)CCO)N1CCC2(CC2)CC1